FC(C1=CC=CC(=N1)N)F 6-(Difluoromethyl)pyridin-2-amine